C(=O)C=1C=C(C=CC1O)C=1SC(=C(N1)C)C(=O)[O-] 2-(3-formyl-4-hydroxyphenyl)-4-methyl-thiazole-5-carboxylate